(2R,3R,4R,5R,6S)-2-(hydroxymethyl)-5-methyl-6-phenoxytetrahydro-2H-pyran-3,4-diol OC[C@H]1O[C@H]([C@@H]([C@H]([C@H]1O)O)C)OC1=CC=CC=C1